C1(CCCCC1)CC(C(=O)N1CC2(CCCC2)C(CC1)CN1C(C=2C=CC=C(C2C1)C(=O)N(C)C)=O)C 2-((7-(3-cyclohexyl-2-methylpropanoyl)-7-azaspiro[4.5]decan-10-yl)methyl)-N,N-dimethyl-1-oxoisoindoline-4-carboxamide